C(C)(C)(C)OC(N[C@@H]1CC[C@H](CC1)OC=1C=CC2=C(CC(C=3C(=NC=NC23)N)(C)C)C1N1CC(CC1)O)=O N-[trans-4-[[4-amino-7-(3-hydroxypyrrolidin-1-yl)-5,5-dimethyl-6H-benzo[H]quinazolin-8-yl]oxy]cyclohexyl]carbamic acid tert-butyl ester